(R)-N-(2-chloro-3-(3'-chloro-6-methoxy-5-((((5-oxopyrrolidin-2-yl)methyl)amino)methyl)-[2,4'-bipyridin]-2'-yl)phenyl)-5-(((2-hydroxyethyl)amino)methyl)picolinamide ClC1=C(C=CC=C1C1=NC=CC(=C1Cl)C1=NC(=C(C=C1)CNC[C@@H]1NC(CC1)=O)OC)NC(C1=NC=C(C=C1)CNCCO)=O